diphenyl-tertbutylchlorosilane C1(=CC=CC=C1)[Si](Cl)(C(C)(C)C)C1=CC=CC=C1